1-methyl-2-(thien-2-ylsulfonyl)-1H-indole CN1C(=CC2=CC=CC=C12)S(=O)(=O)C=1SC=CC1